N1(CCC1)C1=NC=CC2=C1N=C(N=C2)C2=CC(=CC=C2)Br 8-(azetidin-1-yl)-2-(3-bromophenyl)pyrido[3,4-d]pyrimidine